C(=O)(OC(C)(C)C)N[C@@H](CCCCNC(=O)OC(C)(C)C)C(=O)O N2,N6-Bis-Boc-lysine